(2S,3R,4R,5S)-3-(3,4-difluoro-2-methoxyphenyl)-4,5-dimethyl-5-(trifluoromethyl)tetrahydrofuran FC=1C(=C(C=CC1F)[C@@H]1CO[C@@]([C@@H]1C)(C(F)(F)F)C)OC